4-hydroxy-6-(prop-2-enoylamino)naphthalene-2-sulfonic acid OC1=CC(=CC2=CC=C(C=C12)NC(C=C)=O)S(=O)(=O)O